ClC1=C(C(=O)N[C@H](C(=O)O)CC2=CC=C(C=C2)N2C(N(C3=C2C(=CC(=C3)F)F)C)=O)C(=CC=C1)F (S)-2-(2-chloro-6-fluorobenzamido)-3-(4-(5,7-difluoro-3-methyl-2-oxo-2,3-dihydro-1H-benzo[d]imidazol-1-yl)phenyl)propionic acid